C1(=CC=CC=C1)N1CCCC2=CC=CC=C12 (Z)-1-phenyl-2,3-dihydroquinolin